5-(3-chloro-4-fluorophenyl)-7-ethyl-3-(2-oxo-2-(pyrrolidin-1-yl)ethyl)-3H-pyrrolo[2,3-d]pyrimidin-4(7H)-one ClC=1C=C(C=CC1F)C1=CN(C=2N=CN(C(C21)=O)CC(N2CCCC2)=O)CC